(4-methoxyphenyl)-9H-carbazole COC1=CC=C(C=C1)C1=CC=CC=2C3=CC=CC=C3NC12